O1N=C(C=C1)C=1C=2N(C=C(C1)C(=O)O)C=C(N2)C 8-(isoxazol-3-yl)-2-methylimidazo[1,2-a]pyridine-6-carboxylic acid